5-((2-(4-isopropylphenoxy)-N-methylacetylamino)methyl)pyrazolo[1,5-a]pyridine-3-carboxamide C(C)(C)C1=CC=C(OC(C(=O)NCC2=CC=3N(C=C2)N=CC3C(=O)N)C)C=C1